ClC=1C=CC(=C(C1)N1CC(N(CC1=O)C(C(=O)NC=1C=C2CN(C(C2=CC1)=O)C)CC1=CC=CC=C1)=O)N1N=NN=C1 2-(4-(5-chloro-2-(1H-tetrazol-1-yl)phenyl)-2,5-dioxopiperazin-1-yl)-N-(2-methyl-1-oxoisoindolin-5-yl)-3-phenylpropanamide